ClC1=CC=2C=3N(C(=NC2C=C1)NC=1C(N=CC=CC1)=O)N=C(N3)C3=CC=C(C=C3)OC (3R)-3-{[9-chloro-2-(4-methoxyphenyl)[1,2,4]triazolo[1,5-c]quinazolin-5-yl]amino}azepin-2-one